FC(C(=O)O)(F)F.NCCCC(CCCN)(CCCN)NC(OCC1=CC=CC=C1)=O benzyl N-[4-amino-1,1-bis(3-aminopropyl)butyl]carbamate trifluoroacetate salt